C(C1=CC=CC=C1)OC(=O)N1CCC(CC1)C(=O)O 1-(benzyloxycarbonyl)piperidine-4-carboxylic acid